1-(4-chlorobenzyl)-N-(2,4-dichlorobenzyl)piperidine-4-carboxamide ClC1=CC=C(CN2CCC(CC2)C(=O)NCC2=C(C=C(C=C2)Cl)Cl)C=C1